3-(3-nitrophenyl)-1H-pyrazolo[3,4-d]pyrimidin-4-amine [N+](=O)([O-])C=1C=C(C=CC1)C1=NNC2=NC=NC(=C21)N